4-amino-N-((6-cyclopropyl-3-pyridinyl)methyl)-7-fluoro-N-(2-propanyl)-1,3-dihydrofuro[3,4-c]quinoline-8-carboxamide NC1=NC=2C=C(C(=CC2C2=C1COC2)C(=O)N(C(C)C)CC=2C=NC(=CC2)C2CC2)F